ClC=1C(=NC=C(C1)C(F)(F)F)N 3-Chloro-5-(trifluoromethyl)pyridin-2-amine